ClC=1C=C(N(C)C(C=2NC=C(N2)S(=O)(=O)C)C2=CC(=C(C=C2)F)Cl)C=CC1 3-chloro-N-((3-chloro-4-fluorophenyl)(4-(methylsulfonyl)-1H-imidazol-2-yl)methyl)-N-methylaniline